ClC=1C(=C(C=CC1)C(C(=O)O)(F)F)OC 2-(3-chloro-2-methoxy-phenyl)-2,2-difluoro-acetic acid